C(C)(C)(C)OC(=O)N1[C@H](CN([C@@H](C1)CC)C(C)C1=C(C=C(C=C1)C(F)(F)F)F)CC (2S,5R)-2,5-diethyl-4-(1-(2-fluoro-4-(trifluoromethyl)phenyl)ethyl)piperazine-1-carboxylic acid tert-butyl ester